3-(3-(5-benzyl-4H-1,2,4-triazol-3-yl)phenyl)-3-hydroxy-3-(1H-indol-5-yl)propanenitrile C(C1=CC=CC=C1)C=1NC(=NN1)C=1C=C(C=CC1)C(CC#N)(C=1C=C2C=CNC2=CC1)O